tert-butyl (4-((tert-butoxycarbonyl)amino)cyclohexyl)((trans)-2-(4-cyclopropylphenyl)cyclopropyl)carbamate C(C)(C)(C)OC(=O)NC1CCC(CC1)N(C(OC(C)(C)C)=O)[C@H]1[C@@H](C1)C1=CC=C(C=C1)C1CC1